NC1CCN(CC1)C1=NC=2N(C(=N1)NCC1=NC3=C(N1)C=CC=C3)N=CC2Br 2-(4-aminopiperidin-1-yl)-N-[(1H-benzimidazol-2-yl)methyl]-8-bromopyrazolo[1,5-a][1,3,5]triazin-4-amine